C(C)C1=CC=C(C(=O)NC2=NC=C(C=C2)O)C=C1 4-ethyl-N-(5-hydroxy-pyridin-2-yl)-benzamide